Z-pyrrole-3-carboxylic acid N1C=C(C=C1)C(=O)O